[Ca].O[Be] hydroxyberyllium calcium